tert-Butyl-(2R,3R,5R)-3-(((tert-butyldiphenylsilyl)oxy)methyl)-2-ethynyl-5-(pyridin-2-ylcarbamoyl)pyrrolidine C(C)(C)(C)N1[C@H]([C@@H](C[C@@H]1C(NC1=NC=CC=C1)=O)CO[Si](C1=CC=CC=C1)(C1=CC=CC=C1)C(C)(C)C)C#C